ClC1=NC=C(C(=C1)CCC(=O)OC)C1=CC2=C(N=CN=C2C)N1COCC[Si](C)(C)C methyl 3-[2-chloro-5-(4-methyl-7-{[2-(trimethylsilyl)ethoxy] methyl}-7H-pyrrolo[2,3-d]pyrimidin-6-yl)pyridin-4-yl]propanoate